3,4-Difluorobenzoylmethyl bromide FC=1C=C(C(=O)CBr)C=CC1F